1-cyclopentyl-6-oxo-1,6-dihydropyridin C1(CCCC1)N1C=CC=CC1=O